(2S,3R,4S,5R)-3-(3,4-difluoro-2-methylphenyl)-N-(6-((R)-1,2-dihydroxyethyl)pyridin-3-yl)-4,5-dimethyl-5-(trifluoromethyl)tetrahydrofuran-2-carboxamide FC=1C(=C(C=CC1F)[C@@H]1[C@H](O[C@]([C@H]1C)(C(F)(F)F)C)C(=O)NC=1C=NC(=CC1)[C@H](CO)O)C